3-(3-(5-tert-butylisoxazol-3-yl)ureido)-N-(3-hydroxypropyl)-2,3,4,9-tetrahydro-1H-carbazole-8-carboxamide C(C)(C)(C)C1=CC(=NO1)NC(NC1CCC=2NC3=C(C=CC=C3C2C1)C(=O)NCCCO)=O